(3S)-3-(4-fluoro-2',5,6'-trimethyl-[1,1'-biphenyl]-3-yl)-3-(2-(5-(2-(3-(methoxymethyl)azetidin-1-yl)ethyl)-2-oxo-4-(trifluoromethyl)pyridin-1(2H)-yl)-4-methylpentanamido)propanoic acid FC1=C(C=C(C=C1C)C1=C(C=CC=C1C)C)[C@H](CC(=O)O)NC(C(CC(C)C)N1C(C=C(C(=C1)CCN1CC(C1)COC)C(F)(F)F)=O)=O